methyl (2E)-2-[2-[[(E)-[3-(4-fluorophenyl)-1-methyl-prop-2-ynylidene]amino]oxymethyl]-3-methyl-phenyl]-2-methoxyimino-acetate FC1=CC=C(C=C1)C#C\C(\C)=N\OCC1=C(C=CC=C1C)\C(\C(=O)OC)=N/OC